ClC=1N=C(C2=C(N1)N(C=C2)S(=O)(=O)C2=CC=C(C)C=C2)NC2=CC(=NN2)C 2-chloro-N-(3-methyl-1H-pyrazol-5-yl)-7-(p-toluenesulfonyl)pyrrolo[2,3-d]pyrimidin-4-amine